(R)-N-(2-fluoro-3-hydroxy-3-methylbutyl)-4-(isopropylamino)-2-(thiazol-5-yl)thieno[2,3-b]pyridine-5-carboxamide F[C@H](CNC(=O)C=1C(=C2C(=NC1)SC(=C2)C2=CN=CS2)NC(C)C)C(C)(C)O